N-(5-chlorosalicyloyl)-8-aminooctanoic acid ClC1=CC=C(C(C(=O)NCCCCCCCC(=O)O)=C1)O